C=C(C(C1=C(C(=C(C(=C1C)C)C)C)O)(C1=CC=CC=2NN=NC21)C2=CC=CC=1NN=NC12)CC methylenebis-benzotriazolyltetramethylbutylphenol